N1=C(C=NC(=C1)CCC(=O)O)CCC(=O)O Pyrazine-2,5-dipropionic acid